C(CCC)OC(CCCCC(OCCCC)OCCCC)OCCCC 1,1,6,6-Tetrabutoxyhexane